FC=1C=C2CN(CC2=CC1)C=1OC2=C(C=C(C=C2C(C1)=O)C)[C@@H](C)NC1=C(C(=O)O)C=CC=C1 (R)-2-((1-(2-(5-fluoroisoindolin-2-yl)-6-methyl-4-oxo-4H-chromen-8-yl)ethyl)amino)benzoic acid